N-(4-((3-methyl-5-(1,3,5-trimethyl-1H-pyrazolo[4,3-d]pyrimidin-7-yl)-4,5,6,7-tetrahydro-1H-pyrazolo[4,3-c]pyridin-1-yl)methyl)bicyclo[2.2.2]octan-1-yl)propanamide CC1=NN(C2=C1CN(CC2)C=2C1=C(N=C(N2)C)C(=NN1C)C)CC12CCC(CC1)(CC2)NC(CC)=O